(1S,2S)-2-((6-(5-((((R)-1-(2-chlorophenyl)ethoxy)carbonyl)amino)-1-ethyl-1H-1,2,3-triazol-4-yl)-2-methylpyridin-3-yl)carbamoyl)cyclohexane-1-carboxylic acid ClC1=C(C=CC=C1)[C@@H](C)OC(=O)NC1=C(N=NN1CC)C1=CC=C(C(=N1)C)NC(=O)[C@@H]1[C@H](CCCC1)C(=O)O